tert-butyl (s)-2-((4-methyl-3-((1-(7-(2-methylthiazol-5-yl)quinolin-5-yl)cyclopropyl)carbamoyl)phenoxy)methyl)azetidine-1-carboxylate CC1=C(C=C(OC[C@H]2N(CC2)C(=O)OC(C)(C)C)C=C1)C(NC1(CC1)C1=C2C=CC=NC2=CC(=C1)C1=CN=C(S1)C)=O